OCN1CN(C2C1N(CN2CO)CO)CO tetrahydro-1,3,4,6-tetrakis(hydroxymethyl)imidazo[4,5-d]imidazol